N=C(NC(NC1=NC=CC=C1N(C(OC(C)(C)C)=O)C)=S)C1=NC=C(C=C1)OC(C)C tert-butyl (2-(3-(imino(5-isopropoxypyridin-2-yl)methyl)thioureido)pyridin-3-yl)(methyl)carbamate